2-fluoro-6-((6aR,8R)-6a-(fluoromethyl)-8-((3-methyl-5-vinylpyrazin-2-yl)oxy)-5,6,6a,7,8,9-hexahydropyrrolo[1',2':4,5]pyrazino[2,3-c]pyridazin-2-yl)phenol FC1=C(C(=CC=C1)C=1C=C2C(=NN1)NC[C@@]1(N2C[C@@H](C1)OC1=NC=C(N=C1C)C=C)CF)O